5-(isocyanatomethyl)-2,2-dimethyl-2,3-dihydro-1-benzofuran N(=C=O)CC=1C=CC2=C(CC(O2)(C)C)C1